C(C)(C)(C)OC(=O)N1C[C@@H](CC(C1)(F)F)C(=O)O |r| (rac)-1-(tert-butoxycarbonyl)-5,5-difluoropiperidine-3-carboxylic acid